N-(4-(2-(diethylamino)ethoxy)-3,5-dimethylphenyl)-5-fluoro-4-(3-phenylisoxazolidine-2-yl)pyrimidin-2-amine C(C)N(CCOC1=C(C=C(C=C1C)NC1=NC=C(C(=N1)N1OCCC1C1=CC=CC=C1)F)C)CC